[Cl-].C[N+](C)(C)CC1=CC=C(C=C1)C=C N,N,N-trimethyl-(4-vinylbenzyl)ammonium chloride